(S)-N-((S)-1-cyano-2-((S)-2-oxopiperidin-3-yl)ethyl)-2-((2,5-difluorophenyl)-L-alanyl)-2-azabicyclo[2.2.2]octane-3-carboxamide C(#N)[C@H](C[C@H]1C(NCCC1)=O)NC(=O)[C@H]1N(C2CCC1CC2)C([C@@H](NC2=C(C=CC(=C2)F)F)C)=O